methyl-6-morpholinopyridin CC1=NC(=CC=C1)N1CCOCC1